(9Z,12Z)-octadeca-9,12-dienoic acid (4aS,7aS,12bS)-3-(cyclopropylmethyl)-4a-hydroxy-7-methylene-2,3,4,4a,5,6,7,7a-octahydro-1H-4,12-methanobenzofuro[3,2-e]isoquinolin-9-yl ester C1(CC1)CN1C2[C@@]3(CCC([C@H]4[C@]3(CC1)C1=C(O4)C(=CC=C1C2)OC(CCCCCCC\C=C/C\C=C/CCCCC)=O)=C)O